N2-(4-(((2-Amino-4-oxo-3,4-dihydropteridin-6-yl)methyl)amino)benzoyl)-N5-(2-((2S,3S)-1-methyl-5-oxo-2-(pyridin-3-yl)pyrrolidine-3-carboxamido)ethyl)-L-glutamine NC1=NC2=NC=C(N=C2C(N1)=O)CNC1=CC=C(C(=O)N[C@@H](CCC(NCCNC(=O)[C@@H]2[C@H](N(C(C2)=O)C)C=2C=NC=CC2)=O)C(=O)O)C=C1